C(C)S(=O)(=O)C1=CC=C(C=C1)CC(=O)NC=1C=CC2=C(N(C(=N2)CCC2=CC=C(C=C2)C(F)(F)F)C(C)C)C1 2-(4-(ethylsulfonyl)phenyl)-N-(1-isopropyl-2-(4-(trifluoromethyl)phenethyl)-1H-benzo[d]imidazol-6-yl)acetamide